methyl 5-((tert-butoxycarbonyl) (butyl) amino)-[1,1'-biphenyl]-2-carboxylate C(C)(C)(C)OC(=O)N(C1=CC=C(C(=C1)C1=CC=CC=C1)C(=O)OC)CCCC